COC=1C2=C(N=CN1)N(C=C2C2C(C2)C)S(=O)(=O)C2=CC=CC=C2 4-methoxy-5-(2-methylcyclopropyl)-7-(benzenesulfonyl)-7H-pyrrolo[2,3-d]pyrimidine